1-methyl-N-(5-{2-[4-(trifluoromethyl)phenyl]ethoxy}-1H-indol-3-yl)-1H-pyrazole-3-sulfonamide CN1N=C(C=C1)S(=O)(=O)NC1=CNC2=CC=C(C=C12)OCCC1=CC=C(C=C1)C(F)(F)F